C(C)(C)(C)OC(NC[C@@H]1CN(CCO1)C=1N=NC(=CC1)C1=C(C=C(C=C1C)C)O)=O.C(#N)C=1C=C(C=CC1NC1=CC=C(C=C1)C(F)(F)F)S(=O)(=O)NC 3-cyano-N-methyl-4-((4-(trifluoromethyl)phenyl)amino)benzenesulfonamide tert-butyl-N-[[(2R)-4-[6-(2-hydroxy-4,6-dimethyl-phenyl)pyridazin-3-yl]morpholin-2-yl]methyl]carbamate